ClC1=CC=C(C=C1)C1=N[C@H](C=2N(C3=C1C(=C(S3)C)C)C(=NN2)C)CC(NCCOCCOCCOCCOCCOCCOCCC(=O)O)=O (S)-1-(4-(4-chlorophenyl)-2,3,9-trimethyl-6H-thieno[3,2-f][1,2,4]triazolo[4,3-a][1,4]diazepin-6-yl)-2-oxo-6,9,12,15,18,21-hexaoxa-3-azatetracosan-24-oic acid